ClC=1C=C(SC1)/C=C/C(=O)N(C)OC (E)-3-(4-chlorothiophen-2-yl)-N-methoxy-N-methylacrylamide